FC(C=1C(=C(C=CC1)[C@@H](C)NC(=O)C1=CN(C(C=C1NC1CCN(CC1)C)=O)C1(CCC1)C(F)F)F)F (R)-N-(1-(3-(difluoromethyl)-2-fluorophenyl)ethyl)-1-(1-(difluoromethyl)cyclobutyl)-4-((1-methylpiperidin-4-yl)amino)-6-oxo-1,6-dihydropyridine-3-carboxamide